exo-5-(3,5-Dimethyl-1,2-oxazol-4-yl)-1a,6b-dihydro-1H-cyclopropa[b][1]benzofuran-1-carboxylic acid CC1=NOC(=C1C=1C=CC2=C(C3C(O2)C3C(=O)O)C1)C